C(C)(=O)C=1C(=C(C(=CC1N)F)C1=CC=C(C=C1)C#N)F 3'-acetyl-4'-amino-2',6'-difluoro-[1,1'-biphenyl]-4-formonitrile